(1-methyl-1H-tetrazol-5-yl)-6-(trifluoromethyl)nicotinamide (4R)-4-[1-(4-amino-2-fluoro-phenyl)-4-piperidinyl]-3,3-difluoro-piperidine-1-carboxylate NC1=CC(=C(C=C1)N1CCC(CC1)[C@@H]1C(CN(CC1)C(=O)O)(F)F)F.CN1N=NN=C1C1=C(C(=O)N)C=CC(=N1)C(F)(F)F